CCCCCCCCCCCCCC(=O)OC[C@H](COP(=O)(O)OCC[N+](C)(C)C)OC(=O)CC/C=C\C/C=C\C/C=C\C/C=C\C/C=C\C/C=C\CC 1-Myristoyl-2-docosahexaenoyl-sn-glycero-3-phosphocholine